3-(6-methoxy-1-oxo-5-phenylisoindolin-2-yl)piperidine-2,6-dione COC1=C(C=C2CN(C(C2=C1)=O)C1C(NC(CC1)=O)=O)C1=CC=CC=C1